ClC1=C(C=CC=C1)C#CCO 3-(2-chlorophenyl)propan-2-yn-1-ol